C(C)(C)(C)NC1=C(C=CC=C1)Br N-tert-butyl-2-bromoaniline